9,9-dimethyltetrahydro-4H-4a,7-methanobenzo[c][1,2]oxazireno[2,3-b]isothiazole 3,3-dioxide CC1(C23C4(N(S(C2)(=O)=O)O4)CC1CC3)C